1,4,5,6-tetrahydro-3-cyclopentapyrazoleformonitrile N1N=C(C2=C1CCC2)C#N